3-Methyl-5-(N-(4-(4-(methylsulfonyl)piperazin-1-yl)phenyl)-N-phenethylsulfamoyl)benzofuran-2-carboxylic acid ethyl ester C(C)OC(=O)C=1OC2=C(C1C)C=C(C=C2)S(N(CCC2=CC=CC=C2)C2=CC=C(C=C2)N2CCN(CC2)S(=O)(=O)C)(=O)=O